OC1=CC(=C(C(=O)OC)C=C1)C(F)(F)F methyl 4-hydroxy-2-(trifluoromethyl)benzoate